(5S)-5-[(3,3-Difluoropyrrolidin-1-yl)carbonyl]-2-[(1-methyl-1H-pyrazolo[3,4-b]pyridin-3-yl)methyl]-5,6,7,8-tetrahydro[1,2,4]triazolo[4,3-a]pyridin-3(2H)-one FC1(CN(CC1)C(=O)[C@@H]1CCCC=2N1C(N(N2)CC2=NN(C1=NC=CC=C12)C)=O)F